C(C=1C(O)=CC=CC1)(=O)OCC(CCCC)CC 2-ETHYLHEXYL SALICYLATE